C(#N)CC1CCC(CC1)N1C(=NC=2C1=C1C(=NC2)NC=C1)CC(=O)NCC(F)(F)F 2-(1-((1r,4r)-4-(cyanomethyl)cyclohexyl)-1,6-dihydroimidazo[4,5-d]pyrrolo[2,3-b]pyridin-2-yl)-N-(2,2,2-trifluoroethyl)acetamide